(2-((5-chloro-2-((2-methoxy-4-(4-(4-(methyl-d3)piperazin-1-yl)piperidin-1-yl)phenyl)amino)pyrimidin-4-yl)amino)phenyl)dimethylphosphine oxide ClC=1C(=NC(=NC1)NC1=C(C=C(C=C1)N1CCC(CC1)N1CCN(CC1)C([2H])([2H])[2H])OC)NC1=C(C=CC=C1)P(C)(C)=O